CN(CCNC(C1=CN=C(C=C1)C1=CC=2N=C(N=C(C2O1)N1CCOCC1)N1N=CC(=C1)C=1C=C(C=CC1)C)=O)C N-(2-(dimethylamino)ethyl)-6-(4-morpholino-2-(4-(m-tolyl)-1H-pyrazol-1-yl)furo[3,2-d]pyrimidin-6-yl)nicotinamide